N,N-distearyl-2-benzothiazolyl-sulfenamide methyl-3-chloro-4-(2,6-dioxopiperidin-3-yl)benzoate COC(C1=CC(=C(C=C1)C1C(NC(CC1)=O)=O)Cl)=O.C(CCCCCCCCCCCCCCCCC)N(SC=1SC2=C(N1)C=CC=C2)CCCCCCCCCCCCCCCCCC